rel-N-(5-((1R,3R)-3-(2-(isopropylamino)-2-oxoethyl)-3-methylcyclopentyl)-1H-pyrazol-3-yl)-3-(methoxymethyl)-1-methyl-1H-pyrazole-5-carboxamide C(C)(C)NC(C[C@]1(C[C@@H](CC1)C1=CC(=NN1)NC(=O)C1=CC(=NN1C)COC)C)=O |o1:6,8|